ClC1=NC2=CC(=C(C=C2C=C1C(C)=O)Cl)OCC1=NC=CC=C1 1-(2,6-dichloro-7-(pyridin-2-ylmethoxy)quinolin-3-yl)ethanone